(-)-2-(2-(Pyrrolidin-1-yl)naphthalen-1-yl)phenyl trifluoromethanesulfonate FC(S(=O)(=O)OC1=C(C=CC=C1)C1=C(C=CC2=CC=CC=C12)N1CCCC1)(F)F